2-[4-(cyclopentylamino) phenyl]-1,2,3,4,4a,5,7,7a-octahydrofuro[3,4-b]pyridine-3-carboxylate C1(CCCC1)NC1=CC=C(C=C1)C1C(CC2C(N1)COC2)C(=O)[O-]